1-(2-(4-(5-butyl-1-(4-(4-chlorophenoxy)phenyl)-1H-1,2,4-triazol-3-yl)phenoxy)ethyl)piperidine C(CCC)C1=NC(=NN1C1=CC=C(C=C1)OC1=CC=C(C=C1)Cl)C1=CC=C(OCCN2CCCCC2)C=C1